3-ethylphosphol choline OCC[N+](C)(C)C.C(C)C1=CPC=C1